(2R,3S,4S)-4-hydroxy-2-[(4-methoxyphenyl)methyl]pyrrolidin-3-yl N-{2-[(2S)-pyrrolidin-2-yl]ethyl}carbamate N1[C@@H](CCC1)CCNC(O[C@H]1[C@H](NC[C@@H]1O)CC1=CC=C(C=C1)OC)=O